ethyl 2-[6-(4-fluorophenyl)-4-[(6-methylpyridazin-3-yl)methylamino]quinazolin-8-yl]oxyacetate FC1=CC=C(C=C1)C=1C=C2C(=NC=NC2=C(C1)OCC(=O)OCC)NCC=1N=NC(=CC1)C